NC=1N=NC(=CC1OCC12CC(C1)(C2)C(=O)N)C2=C(C=CC=C2)O 3-([[3-amino-6-(2-hydroxyphenyl)pyridazin-4-yl]oxy]methyl)bicyclo[1.1.1]pentane-1-carboxamide